C(C)(C)OCCO[Si](OCC)(OCC)CC1=CC=CC=C1 i-propoxybenzyl-triethoxysilane